N-[(6-Amino-2-pyridyl)sulfonyl]-6-isobutyl-2-[(4S)-2,2,4-trimethylpyrrolidin-1-yl]pyridin-3-carboxamid NC1=CC=CC(=N1)S(=O)(=O)NC(=O)C=1C(=NC(=CC1)CC(C)C)N1C(C[C@@H](C1)C)(C)C